C(C1=CC=CC=C1)OC1=NC(=CC=C1C1=C(C=C(C=C1F)O)F)OCC1=CC=CC=C1 4-(2,6-bis(benzyloxy)pyridin-3-yl)-3,5-difluorophenol